N(N)C1=CC=C(C=N1)N(C(=O)C1CC1)C N-(6-hydrazinopyridin-3-yl)-N-methylcyclopropane-carboxamide